N-(1-Adamantylmethylsulfonyl)-4-[4-[[3-(5-hydroxypyridin-3-yl)-5-(trifluoromethoxy)phenyl]methyl]piperazin-1-yl]benzamide C12(CC3CC(CC(C1)C3)C2)CS(=O)(=O)NC(C2=CC=C(C=C2)N2CCN(CC2)CC2=CC(=CC(=C2)OC(F)(F)F)C=2C=NC=C(C2)O)=O